tert-butyl (2-(2-(2-aminoacetamido)acetamido)ethoxy)carbamate hydrochloride Cl.NCC(=O)NCC(=O)NCCONC(OC(C)(C)C)=O